N-(cyclopropylmethyl)-N-methylcarboxamide C1(CC1)CN(C=O)C